N4-(3-chloro-2-fluoro-phenyl)-7-[2-[(3S)-3-fluoro-1-methyl-pyrrolidin-3-yl]ethynyl]quinazoline-4,6-diamine ClC=1C(=C(C=CC1)NC1=NC=NC2=CC(=C(C=C12)N)C#C[C@@]1(CN(CC1)C)F)F